(R)-8-isopropyl-7-ethyl-2-[2-methoxy-4-(2-(4-methylpiperazin-1-yl)-2-oxoethylsulphonyl)phenylamino]-5-methyl-7,8-dihydropterin C(C)(C)N1C(CN(C=2C(N[C@](NC12)(N)NC1=C(C=C(C=C1)S(=O)(=O)CC(=O)N1CCN(CC1)C)OC)=O)C)CC